CS(=O)(=O)NC=1C=C(C=CC1)C=1C2=C(C(=NC1)OC)N=C(S2)NC(=O)N2CC1(CC2)CCOCC1 8-Oxa-2-aza-spiro[4.5]decane-2-carboxylic acid [7-(3-methanesulfonylamino-phenyl)-4-methoxy-thiazolo[4,5-c]pyridin-2-yl]-amide